C(C=CCC)(=O)N[C@@H](CCC(N)=O)C(=O)O N-pentenoyl-glutamine